((5-cyclohexyl-1-(4-fluorophenyl)-1H-1,2,4-triazol-3-yl)methyl)-4,4-dimethylpiperidine C1(CCCCC1)C1=NC(=NN1C1=CC=C(C=C1)F)CN1CCC(CC1)(C)C